C1(CCC1)N1CCC2=C(CC1)C1=C(S2)C=C(C=C1)OC 3-cyclobutyl-8-methoxy-2,3,4,5-tetrahydro-1H-benzo[4,5]thieno[2,3-d]azepine